2-(4-Methylpiperazin-1-yl)-N-[(1R)-1-(1-naphthyl)ethyl]pyrimidine-4-carboxamide Hydrochloride Salt Cl.CN1CCN(CC1)C1=NC=CC(=N1)C(=O)N[C@H](C)C1=CC=CC2=CC=CC=C12